(methylamino)acetic acid-2-methylpropan-2-yl ester hydrochloride Cl.CC(C)(C)OC(CNC)=O